Cl.C(C)N[C@H](CO)C(=O)O ethyl-D-serine hydrochloride